FC([C@H](C)N1N=NC2=C1C=C(C=C2)C=2C(=CN1N=C(N=C(C12)OC)N[C@@H]1[C@@H](CN(CC1)C(C)=O)F)F)F 1-((3R,4S)-4-((5-(1-((S)-1,1-difluoropropan-2-yl)-1H-benzo[d][1,2,3]triazol-6-yl)-6-fluoro-4-methoxypyrrolo[2,1-f][1,2,4]triazin-2-yl)amino)-3-fluoropiperidin-1-yl)ethan-1-one